C1(CCCCC1)[C@@H]1C[C@H](NC1)C(=O)N[C@H](C(=O)OC)C[C@H]1C(NCC1)=O (S)-methyl 2-((2S,4S)-4-cyclohexylpyrrolidine-2-carboxamido)-3-((S)-2-oxopyrrolidin-3-yl)propanoate